ClC=1C=C(CN2N=NC(=C2C)C(=O)O)C=C(C1)Cl 1-(3,5-dichlorobenzyl)-5-methyl-1H-1,2,3-triazole-4-carboxylic acid